N-(2-hydroxy-2-phenylacetyl)-O-(4-(5,6,7,8-tetrahydro-1,8-naphthyridin-2-yl)butyl)homoserine OC(C(=O)N[C@@H](CCOCCCCC1=NC=2NCCCC2C=C1)C(=O)O)C1=CC=CC=C1